2-(4-((6,7-dimethoxyquinazolin-4-yl)oxy)-2,6-difluorophenyl)-N-(3-(trifluoromethyl)phenyl)-2-oxoacetamide COC=1C=C2C(=NC=NC2=CC1OC)OC1=CC(=C(C(=C1)F)C(C(=O)NC1=CC(=CC=C1)C(F)(F)F)=O)F